2-(3-chlorophenyl)-3-phenylpropionitrile ClC=1C=C(C=CC1)C(C#N)CC1=CC=CC=C1